(4-(tert-butyl)phenyl)((1S,2aS,7bS)-2a-methyl-1-(pyridin-2-yl)-2,2a-dihydrobenzo[b]cyclobuta[d]thiophen-7b(1H)-yl)methanone C(C)(C)(C)C1=CC=C(C=C1)C(=O)[C@]12C3=C(S[C@]1(C[C@@H]2C2=NC=CC=C2)C)C=CC=C3